(S)-2-Amino-3-(pyrimidin-4-yl)propanoic acid N[C@H](C(=O)O)CC1=NC=NC=C1